NCCCC#CC1=CC=C(C=C1)C=1CCN(CC1)CCC(C(=O)NOC1OCCCC1)(S(=O)(=O)C)C 4-(4-(4-(5-aminopent-1-yn-1-yl)phenyl)-3,6-dihydropyridin-1(2H)-yl)-2-methyl-2-(methanesulfonyl)-N-((tetrahydro-2H-pyran-2-yl)oxy)butyramide